ClCC(=O)N1[C@H](C=2NC3=CC=CC=C3C2C[C@@H]1C(=O)OCC1=CC=CC=C1)C1=CC=C(C=C1)C(=O)OC benzyl (1S,3R)-2-(2-chloroacetyl)-1-(4-(methoxycarbonyl) phenyl)-2,3,4,9-tetrahydro-1H-pyrido[3,4-b]indole-3-carboxylate